C(#N)[C@H](C[C@H]1C(NCC1)=O)NC([C@H](CC1CC1)N1C([C@@]2(CCCN2C)CC1)=O)=O (2S)-N-[(1S)-1-cyano-2-[(3S)-2-oxopyrrolidin-3-yl]ethyl]-3-cyclopropyl-2-[(5R)-1-methyl-6-oxo-1,7-diazaspiro[4.4]nonan-7-yl]propanamide